C(C1=CC=CC=C1)OC(C)(C)OCC1=CC=CC=C1 Bis(benzyloxy)propan